sodium oxalate phosphate salt P(=O)([O-])(O)O.C(C(=O)O)(=O)O.[Na+]